CC1=CC=C(C=C1)S(=O)(=O)OCCOCCO 2-(2-hydroxyethoxy)ethyl p-toluenesulfonate